FC=1C=C2C=3C(=CNC3C1)CCNC2=O 8-Fluoro-4,5-dihydro-1H-azepino[5,4,3-cd]indol-6(3H)-one